ClC1=CC(=C2C(=NC(N(C2=C1)C1=NC=CN=C1C)=O)NCC#C)OC 7-chloro-5-methoxy-1-(3-methylpyrazin-2-yl)-4-(prop-2-yn-1-ylamino)quinazolin-2(1H)-one